ClC1=CC=C2C(=C1)NC[C@]21[C@H](N[C@H]([C@@H]1C1=C(C(=CC=C1)Cl)F)C(=O)O)CC(C)(C)C (2'R,3R,4'S,5'R)-6-chloro-4'-(3-chloro-2-fluorophenyl)-2'-(2,2-dimethylpropyl)-1,2-dihydrospiro[indole-3,3'-pyrrolidine]-5'-carboxylic acid